3-(4-methoxybenzyl)-6-(3-((4-(trifluoromethyl)phenyl)thio)pyrazin-2-yl)-3H-[1,2,3]triazolo[4,5-b]pyridine COC1=CC=C(CN2N=NC=3C2=NC=C(C3)C3=NC=CN=C3SC3=CC=C(C=C3)C(F)(F)F)C=C1